NC1=NC=C(C=2C1=NC(=C(N2)NC2CCOCC2)CC)C=2C=CC(=C(C2)C(C)(C)O)N2CCC(CC2)N2CCN(CC2)C 2-(5-(5-amino-3-ethyl-2-((tetrahydro-2H-pyran-4-yl)amino)pyrido[3,4-b]pyrazin-8-yl)-2-(4-(4-methylpiperazin-1-yl)piperidin-1-yl)phenyl)propan-2-ol